CN(CCOC=1C=C2CCN(CC2=CC1N(C(C=C)=O)C)C(=O)OC(C)(C)C)C tert-Butyl 6-(2-(dimethylamino)ethoxy)-7-(N-methylacrylamido)-3,4-dihydroisoquinoline-2(1H)-carboxylate